(5-hydroxylpyridin-3-yl)-9H-purin OC=1C=C(C=NC1)C1=NC=C2N=CNC2=N1